C(CCC)OC=C(C)C1=CC(=CC=C1)C(=COCCOCCOC(C)C)C 1-(1-butoxyprop-1-en-2-yl)-3-(1-(2-(2-isopropoxyethoxy)ethoxy)prop-1-en-2-yl)benzene